CC1=C(C=NC(=C1)SC)C1=CN=C(N1)C1N(CCCC1)C(C(C)SC)=O 1-(2-(5-(4-methyl-6-(methylthio)pyridin-3-yl)-1H-imidazol-2-yl)piperidin-1-yl)-2-(methylthio)propan-1-one